CC(C)(S(=O)NCC=1C=C(C=CC1)C1=CC(=CC=2C=COC21)COC2=C(C=CC(=C2)NC(C(C)C)=O)CC(=O)OCC)C ethyl 2-(2-((7-(3-((1,1-dimethylethylsulfinamido)methyl)phenyl)benzofuran-5-yl)methoxy)-4-isobutyramidophenyl)acetate